(3R,5R)-5-(1-(tert-butyl)-5-((7-chloro-2-(trifluoromethyl)imidazo[1,2-c]pyrimidin-5-yl)amino)-1H-pyrazol-3-yl)tetrahydrofuran-3-yl (1-methylcyclopropyl)carbamate CC1(CC1)NC(O[C@H]1CO[C@H](C1)C1=NN(C(=C1)NC1=NC(=CC=2N1C=C(N2)C(F)(F)F)Cl)C(C)(C)C)=O